(2R,3R,4R,5R)-2-(4-aminopyrrolo[2,1-f][1,2,4]triazin-7-yl)-3,4-bis((t-butyldimethylsilyl)oxy)-5-(hydroxymethyl)tetrahydrofuran-2-carbonitrile NC1=NC=NN2C1=CC=C2[C@@]2(O[C@@H]([C@H]([C@H]2O[Si](C)(C)C(C)(C)C)O[Si](C)(C)C(C)(C)C)CO)C#N